FC1=C(C=CC=C1)C1=CC=C(C=C1)Cl 4-(2-fluorophenyl)-1-chlorobenzene